(E)-2-amino-6-(3-fluorostyryl)-1H-indole-3-carbonitrile NC=1NC2=CC(=CC=C2C1C#N)\C=C\C1=CC(=CC=C1)F